FC=1C(=NNC1)NC1=C(C=C(C=C1)O)C 4-fluoro-3-((4-hydroxy-2-methylphenyl)amino)-1H-pyrazol